CN(C1=CC=CC(=N1)S(=O)(=O)NC(=O)C=1C(=NC=CC1)N1C(CC(C1)C)(C)C)CCC N-[[6-[methyl(propyl)amino]-2-pyridyl]sulfonyl]-2-(2,2,4-trimethylpyrrolidin-1-yl)pyridine-3-carboxamide